ClC1=C(N(C(C2=C(C=CC=C12)C1SCCN1)=O)C1=CC=CC=C1)[C@H](C)NC=1C2=C(N=CN1)NC=CC2=O 4-(((1s)-1-(4-chloro-1-oxo-2-phenyl-8-(thiazolidin-2-yl)-1,2-dihydroisoquinolin-3-yl)ethyl)amino)pyrido[2,3-d]pyrimidin-5(8H)-one